trifluoromethyl vinyl sulfate S(=O)(=O)(OC(F)(F)F)OC=C